COC1=CC(=CC(=C1O)C(CC(C2=CC(=C(C=C2)O)OC)O)O)/C=C/CO[C@H]3[C@@H]([C@H]([C@@H]([C@H](O3)CO)O)O)O The molecule is a neolignan isolated from the whole plant of Bidens parviflora that has been found to inhibit histamine release from the peritoneal exudate mast cells induced by antigen-antibody reaction. It has a role as a metabolite and a histamine antagonist. It is a beta-D-glucoside, an aromatic ether, a neolignan, a polyphenol, a diol and a secondary alcohol.